C(C1=CC=CC=C1)N[C@H]1[P@@](O[C@@H]([C@H]([C@@H]1OCC1=CC=CC=C1)OCC1=CC=CC=C1)COCC1=CC=CC=C1)C1=CC=CC=C1 (2S,3S,4S,5S,6R)-3-(benzylamino)-4,5-bis(benzyloxy)-6-((benzyloxy)methyl)-2-phenyl-1,2-oxaphosphinane